C1(CC1)CC(N1N=C(C(=C1)[N+](=O)[O-])F)C1=CN=NN1CC(F)(F)F 5-[2-cyclopropyl-1-(3-fluoro-4-nitro-pyrazol-1-yl)ethyl]-1-(2,2,2-trifluoroethyl)triazole